1-benzyl-1-methyl-3-phenylurea C(C1=CC=CC=C1)N(C(=O)NC1=CC=CC=C1)C